2-METHYLTHIO-5-TRIFLUOROMETHOXYPHENYLBORONIC ACID CSC1=C(C=C(C=C1)OC(F)(F)F)B(O)O